S1S[C@@H](CC1)CCCCC(=O)[O-].C(C)[C@H]1[C@H](COC1=O)CC1=CN=C[NH+]1C 5-(((3R,4S)-4-ethyl-5-oxotetrahydrofuran-3-yl)methyl)-1-methyl-1H-imidazol-1-ium (R)-5-(1,2-dithiolan-3-yl)pentanoate